N-cyclopentyl-2-(p-tolyl)-5,6,7,8-tetrahydropyrido[3,2-d]pyrimidin-4-amine C1(CCCC1)NC=1C2=C(N=C(N1)C1=CC=C(C=C1)C)CCCN2